2-(methylsulfonyl)butanamide CS(=O)(=O)C(C(=O)N)CC